COC1=CC=C(C=C1)NC1=NN=C(O1)C=1C=CC2=C(NC(=N2)C2=C(C=C(C=C2C)CCC(=O)O)C)C1 3-(4-{6-[5-(4-methoxyphenylamino)-[1,3,4]oxadiazol-2-yl]-1H-benzoimidazol-2-yl}-3,5-dimethylphenyl)-propionic acid